COC1=C(C=CC=C1)S(=O)(=O)N1CC(OCC1)C1=C(SC2=C1C=CC=C2)C(=O)N [4-(2-methoxyphenyl)sulfonylmorpholin-2-yl]benzothiophene-2-carboxamide